FCCN1C(=NC=2C1=NC(=CC2)C=2C=CN1N=C(N=CC12)NC1CC2(COC2)C1)C 5-(3-(2-fluoroethyl)-2-methyl-3H-imidazo[4,5-b]pyridin-5-yl)-N-(2-oxaspiro[3.3]heptane-6-yl)pyrrolo[2,1-f][1,2,4]triazin-2-amine